C(C)(C)(C)OC(=O)N1CCC(CC1)C1=C(C(N=C(N1)C=1SC=CN1)C1=C(C(=C(C=C1)F)F)C)C(=O)OC methyl 6-(1-(tert-butoxycarbonyl)piperidin-4-yl)-4-(3,4-difluoro-2-methylphenyl)-2-(thiazol-2-yl)-1,4-dihydropyrimidine-5-carboxylate